C(#C)[C@]1(C(N(CC1)C([2H])([2H])[2H])=O)O |r| rac-3-ethynyl-3-hydroxy-1-(methyl-d3)pyrrolidin-2-one